C1C(CC12CCC2)NC(=O)NC(C2=CC(=CC=C2)C(F)(F)F)C=2N=NNC2 1-spiro[3.3]hept-2-yl-3-[(1H-[1,2,3]triazol-4-yl)-(3-trifluoromethyl-phenyl)-methyl]-urea